di(undecanotriacontyl) peroxide C(CCCCCCCCCCCCCCCCCCCCCCCCCCCC1CCCCCCCCCCCC1)OOCCCCCCCCCCCCCCCCCCCCCCCCCCCCC1CCCCCCCCCCCC1